Ethyl 2-(4-((4-(3-chloro-4-(trifluoromethyl) phenyl)-5-oxo-4,5-dihydro-1H-1,2,4-triazol-1-yl) methyl)-2-methylphenoxy)-2-methylpropionate ClC=1C=C(C=CC1C(F)(F)F)N1C=NN(C1=O)CC1=CC(=C(OC(C(=O)OCC)(C)C)C=C1)C